CN1N=C(C=C1C(=O)N[C@H](C)C1=NC(=NO1)N1C[C@H](CCC1)C)C(F)(F)F 1-methyl-N-((R)-1-(3-((S)-3-methylpiperidin-1-yl)-1,2,4-oxadiazol-5-yl)ethyl)-3-(trifluoromethyl)-1H-pyrazole-5-carboxamide